1-(3-chloro-4-fluorophenyl)-3-(isoquinolin-4-yl)-2-oxoimidazolidine-4-carbonitrile ClC=1C=C(C=CC1F)N1C(N(C(C1)C#N)C1=CN=CC2=CC=CC=C12)=O